C[C@H](C(C)C)N=C=O (R)-(-)-3-methyl-2-butyl isocyanate